methyl-6-bromopyridazine-3-carboxylate COC(=O)C=1N=NC(=CC1)Br